CC=1C=C(C=C(C1)C)NC1=NC=CC(=N1)C1=NN(C(=C1)C(=O)N[C@H](CN1CCCC1)C)C 3-{2-[(3,5-dimethylphenyl)amino]pyrimidin-4-yl}-1-methyl-N-[(2S)-1-(pyrrolidin-1-yl)propan-2-yl]-1H-pyrazole-5-carboxamide